5-chloro-2-fluoro-3-((1-((6-(methoxymethyl)-2-oxo-1,2-dihydropyridin-3-yl)methyl)-6-oxo-4-(1,1,2,2-tetrafluoroethyl)-1,6-dihydropyrimidin-5-yl)oxy)benzonitrile ClC=1C=C(C(=C(C#N)C1)F)OC1=C(N=CN(C1=O)CC=1C(NC(=CC1)COC)=O)C(C(F)F)(F)F